3-[4-[1-[8-[3-[2-[3-(4-amino-1-tert-butyl-pyrazolo[3,4-d]pyrimidin-3-yl)-5-cyclopropyl-isoxazol-4-yl]pyrimidin-5-yl]azetidin-1-yl]-8-oxo-octyl]-4-piperidyl]anilino]piperidine-2,6-dione NC1=C2C(=NC=N1)N(N=C2C2=NOC(=C2C2=NC=C(C=N2)C2CN(C2)C(CCCCCCCN2CCC(CC2)C2=CC=C(NC1C(NC(CC1)=O)=O)C=C2)=O)C2CC2)C(C)(C)C